CC1=C(C=C(C=C1)[C@@]1(O[C@@H]([C@H]([C@@H]([C@H]1OCC1=CC=CC=C1)OCC1=CC=CC=C1)OCC1=CC=CC=C1)C(C)(C)O)O)CC1=CC=C(C=C1)CCCC(=O)O 4-[4-[[2-methyl-5-[(2S,3R,4S,5S,6S)-3,4,5-tribenzyloxy-2-hydroxy-6-(1-hydroxy-1-methyl-ethyl)tetrahydropyran-2-yl]phenyl]methyl]phenyl]butyric acid